fluoro-2H-pyrazolo[4,3-b]pyridin FN1N=C2C(N=CC=C2)=C1